tert-butyl (2-(4-(1-(1H-indazol-5-yl)-2-phenylbut-1-en-1-yl)phenoxy)ethyl)((E)-4-oxo-4-(piperidin-1-yl)but-2-en-1-yl)carbamate N1N=CC2=CC(=CC=C12)C(=C(CC)C1=CC=CC=C1)C1=CC=C(OCCN(C(OC(C)(C)C)=O)C\C=C\C(N2CCCCC2)=O)C=C1